1,3,5-Tris(2,2-dimethyl-propionylamino)-benzol CC(C(=O)NC1=CC(=CC(=C1)NC(C(C)(C)C)=O)NC(C(C)(C)C)=O)(C)C